(1S,2S,4R)-2-(dimethylamino)-1-methyl-4-(1-methyl-vinyl)cyclohexanol CN([C@@H]1[C@](CC[C@H](C1)C(=C)C)(O)C)C